ClC=1C=CC(=C(C1)C1=NN(C=C1NC(=O)C=1C=NN2C1N=CC=C2)CC(C)C#N)OC N-(3-(5-chloro-2-methoxyphenyl)-1-(2-cyanopropyl)-1H-pyrazol-4-yl)pyrazolo[1,5-a]pyrimidine-3-carboxamide